2-((6-bromo-2,2-difluorobenzo[d][1,3]dioxol-5-yl)amino)-N-(2-(pyrrolidin-1-yl)ethyl)nicotinamide BrC=1C(=CC2=C(OC(O2)(F)F)C1)NC1=C(C(=O)NCCN2CCCC2)C=CC=N1